2'-(4,5-Dimethyl-1H-imidazol-2-yl)-5-[(3-ethylpyrrolidin-1-yl)carbonyl]-3,4'-bipyridine trifluoroacetate salt FC(C(=O)O)(F)F.CC=1N=C(NC1C)C1=NC=CC(=C1)C=1C=NC=C(C1)C(=O)N1CC(CC1)CC